CNCCCN1CCC2=C(CC1)C(C1=CC=CC=C1C2=O)=O 3-(3-(methylamino)propyl)-2,3,4,5-tetrahydro-1H-naphtho[2,3-d]azepine-6,11-dione